rac-(1S,2R)-2-cyanocyclopropane-1-carboxylic acid C(#N)[C@H]1[C@H](C1)C(=O)O |r|